CC1=C(C(=NC(=C1)OC1=C(C=CC=C1)C=1C=NC=CC1)N)N methyl-6-(2-(pyridin-3-yl)phenoxy)pyridine-2,3-diamine